C(C)[C@@H]1CN(CCN1C1=C(C(=C(C=C1)[N+](=O)[O-])F)C(=O)OC)C(=O)OC(C)(C)C tert-butyl (3R)-3-ethyl-4-[3-fluoro-2-(methoxycarbonyl)-4-nitrophenyl]piperazine-1-carboxylate